(S)-3-(3-(4-hydroxy-1,6-dimethyl-2-oxo-1,2-dihydropyridin-3-yl)ureido)-3-(5-methyl-3'-(trifluoromethoxy)biphenyl-3-yl)propanoic acid ethyl ester C(C)OC(C[C@@H](C=1C=C(C=C(C1)C)C1=CC(=CC=C1)OC(F)(F)F)NC(=O)NC=1C(N(C(=CC1O)C)C)=O)=O